6-chloro-2,2-difluoro-1,3-benzodioxole-5-formaldoxime ClC=1C(=CC2=C(OC(O2)(F)F)C1)C=NO